2-(7-((2S,5R)-2,5-diethyl-4-(1-(2-methylpyrazolo[1,5-a]pyrimidin-5-yl)ethyl)piperazin-1-yl)-4-methyl-5-oxo-4,5-dihydropyrazolo[1,5-a]pyrimidin-2-yl)acetonitrile C(C)[C@@H]1N(C[C@H](N(C1)C(C)C1=NC=2N(C=C1)N=C(C2)C)CC)C2=CC(N(C=1N2N=C(C1)CC#N)C)=O